(E)-7-methoxy-6-quinolineformamide fluorine aluminum lithium phosphate P(=O)([O-])([O-])[O-].[Li+].[Al+3].[F].COC1=C(C=C2C=CC=NC2=C1)C(=O)N